5-((2S,3R,4S,5R)-3,4-dihydroxy-5-(hydroxymethyl)tetrahydrofuran-2-yl)-1-((methylamino)methyl)pyridine-2,4(1H,3H)-dione O[C@H]1[C@@H](O[C@@H]([C@H]1O)CO)C=1C(CC(N(C1)CNC)=O)=O